FC1=CC=CC=2N(C(=NC21)CNC2=NC(=NC=1N2N=CC1C(F)(F)F)N1CC2CCC(C1)N2C)COCC[Si](C)(C)C N-[(4-fluoro-1-{[2-(trimethylsilyl)ethoxy]methyl}-1H-benzimidazol-2-yl)methyl]-2-(8-methyl-3,8-diazabicyclo[3.2.1]octan-3-yl)-8-(trifluoromethyl)pyrazolo[1,5-a][1,3,5]triazin-4-amine